tritylcarboxamide C(C1=CC=CC=C1)(C1=CC=CC=C1)(C1=CC=CC=C1)C(=O)N